NC=1C=C(C(=NC1)C)NC(=O)C=1C=NN2C1SC(=C2)Br N-(5-amino-2-methylpyridin-3-yl)-2-bromopyrazolo[5,1-b]thiazole-7-carboxamide